(S)-4-(2-methylpyrrolidine-1-carbonyl)thiazole-2-carboxylic acid potassium [K].C[C@@H]1N(CCC1)C(=O)C=1N=C(SC1)C(=O)O